[Si](C)(C)(C(C)(C)C)OCC1=CC(=NN1C)C=O 5-(((tert-butyldimethylsilyl)-oxy)methyl)-1-methyl-1H-pyrazole-3-carbaldehyde